C[Ir+]C dimethyl-iridium(III)